tert-butyl (S)-((1-((3-(2-amino-3-phenylpropanamido)phenyl)sulfonyl)-5-(2-fluorophenyl)-1H-pyrrol-3-yl)methyl)(methyl)carbamate N[C@H](C(=O)NC=1C=C(C=CC1)S(=O)(=O)N1C=C(C=C1C1=C(C=CC=C1)F)CN(C(OC(C)(C)C)=O)C)CC1=CC=CC=C1